(Z)-1-(4-amino-2-fluorobut-2-en-1-yl)-4-(3-(pyrrolidin-1-ylsulfonyl)phenyl)-1H-benzo[d]imidazol-6-carboxylic acid NC\C=C(\CN1C=NC2=C1C=C(C=C2C2=CC(=CC=C2)S(=O)(=O)N2CCCC2)C(=O)O)/F